methyl 2-(2-chloro-5-fluorophenyl)-2-((2,4-dimethoxybenzyl)amino)acetate ClC1=C(C=C(C=C1)F)C(C(=O)OC)NCC1=C(C=C(C=C1)OC)OC